C1(=CC=CC=C1)CCOC(C1=CC=C(C=C1)N)=O phenylethyl-4-aminobenzoate